4-bromo-5-(4-((tert-butyldimethylsilyl)oxy)butyl)-6-chloro-1-(tetrahydro-2H-pyran-2-yl)-1H-indazole BrC1=C2C=NN(C2=CC(=C1CCCCO[Si](C)(C)C(C)(C)C)Cl)C1OCCCC1